(S)-N-(2,4-dimethoxybenzyl)-4-(3-(dimethylamino)-3-(4-methyl-3-(trifluoromethyl)phenethyl)piperidin-1-yl)-2,6-difluoro-N-(pyrimidin-4-yl)benzenesulfonamide COC1=C(CN(S(=O)(=O)C2=C(C=C(C=C2F)N2C[C@@](CCC2)(CCC2=CC(=C(C=C2)C)C(F)(F)F)N(C)C)F)C2=NC=NC=C2)C=CC(=C1)OC